N-(((2R,3S)-3-methylhex-5-en-2-yl)sulfonyl)-3',4,4',5-tetrahydro-2H,2'H-spiro[benzo[b][1,4]oxazepine-3,1'-naphthalene]-7-carboxamide C[C@H]([C@@H](C)S(=O)(=O)NC(=O)C1=CC2=C(OCC3(CCCC4=CC=CC=C34)CN2)C=C1)CC=C